3-phenyl-4,5-dihydro-1H-pyrazolo[3,4-c]pyridin C1(=CC=CC=C1)C1=NNC=2C=NCCC21